t-butyl-proline C(C)(C)(C)N1[C@@H](CCC1)C(=O)O